ClC=1C=C(C=C(C1OC=1C=C2C(=CC(=NC2=CC1)C1=NC=C(C=C1)Cl)C)Cl)N1N=C(C(NC1=O)=O)C#N 2-(3,5-Dichloro-4-((4-methyl-2-(5-chloropyridin-2-yl)quinolin-6-yl)oxy)phenyl)-3,5-dioxo-2,3,4,5-tetrahydro-1,2,4-triazine-6-carbonitrile